CC(C)(CCC(C)(OOC(C(CCCC)CC)=O)C)OOC(C(CCCC)CC)=O 2,5-dimethyl-2,5-di(2-ethyl-hexanoylperoxy)hexane